COC=1C=C(C2=CC=CC=C2C1)C(CC(=O)O)C 3-(3-methoxynaphthalen-1-yl)butanoic acid